FC=1C(=CC=C2C(=NC(=NC12)OCC12CCCN2CCC1)N1C[C@H]2CC[C@@H](C1)N2C[C@@H](CO)O)C2=CC(=CC1=CC=CC=C21)O (S)-3-((1R,5S)-3-(8-fluoro-7-(3-hydroxynaphthalen-1-yl)-2-((tetrahydro-1H-pyrrolizin-7a(5H)-yl)methoxy)quinazolin-4-yl)-3,8-diazabicyclo[3.2.1]octan-8-yl)propane-1,2-diol